NCCOC=1C(=NC=CC1)OC[C@@H]1N(CCC1)C1=C(C=C2C(C(=CN(C2=C1)C=1C=NC(=CC1)Br)C(=O)O)=O)Cl (R)-7-(2-(((3-(2-aminoethoxy)pyridin-2-yl)oxy)methyl)pyrrolidin-1-yl)-1-(6-bromopyridin-3-yl)-6-chloro-4-oxo-1,4-dihydroquinoline-3-carboxylic acid